C(=C)[Si](OC(O[Si](C=C)(C)C)(O[Si](C=C)(C)C)[SiH3])(C)C tris(vinyl-dimethyl-siloxy)methylsilane